[Si](C)(C)(C(C)(C)C)ON1[C@@H](SC=2C1=C(C=C(C2)CO)C(=O)O)C[C@@H]([C@H](O)C2=CC(=C(C(=C2)OC)C)OC)OC2CCCC2 (2S,3R)-3-((tert-butyldimethylsilyl)oxy)-2-((2S,3R)-2-(cyclopentyloxy)-3-(3,5-dimethoxy-4-methylphenyl)-3-hydroxypropyl)-6-(hydroxymethyl)benzo[d]thiazole-4-carboxylic acid